4-chloro-3-(2,5,6,7-tetrahydro-1,4-oxazepin-3-yl)benzonitrile ClC1=C(C=C(C#N)C=C1)C=1COCCCN1